fluorine boron biquinoline N1=C(C=CC2=CC=CC=C12)C1=NC2=CC=CC=C2C=C1.[B].[F]